(+)-N-(3,5-dinitrobenzoyl)-α-phenylglycine [N+](=O)([O-])C=1C=C(C(=O)NC(C(=O)O)C2=CC=CC=C2)C=C(C1)[N+](=O)[O-]